C(C)NC1=NC(=CN=C1)C1=CC2=C(C=N1)C=NN2C2=NC(=CC=C2)N2CCNCC2 N-ethyl-6-[1-(6-piperazin-1-ylpyridin-2-yl)pyrazolo[4,3-c]pyridin-6-yl]pyrazin-2-amine